((2-isopropyl-6-methoxy-1,2,3,4-tetrahydroisoquinolin-7-yl)amino)-5-((2-(methoxymethyl)phenyl)amino)-1,2,4-triazine-6-carboxamide C(C)(C)N1CC2=CC(=C(C=C2CC1)OC)NC=1N=NC(=C(N1)NC1=C(C=CC=C1)COC)C(=O)N